N,N'-diphenyl-benzidinediglycidyloxyisopropylidene-bisphenol C1(=CC=CC=C1)NC=1C(=C(C(=CC1)C1=CC=C(NC2=CC=CC=C2)C=C1)C1C(C*)O1)C1C(COC=2C(=C(C=CC2)O)C(C)(C)C2=C(C=CC=C2)O)O1